BrC1=C(C(=NC=C1)N1N=C(N=C1)C)F 4-bromo-3-fluoro-2-(3-methyl-1H-1,2,4-triazol-1-yl)pyridine